C(C1=CC=CC=C1)OC=1C(=C(C=C(C1)C=1OC(=CN1)C)O)C=1N=NC(=CC1)N(C1CC(NC(C1)(C)C)(C)C)C 3-(Benzyloxy)-2-(6-(methyl(2,2,6,6-tetramethylpiperidin-4-yl)amino)pyridazin-3-yl)-5-(5-methyloxazol-2-yl)phenol